(R)-4-((dimethylamino)methyl)-N'-((1,2,3,5,6,7-hexahydrodicyclopenta[b,e]pyridin-8-yl)carbamoyl)-N-methylbenzenesulfonimidamide CN(C)CC1=CC=C(C=C1)[S@](=O)(NC)=NC(NC1=C2C(=NC3=C1CCC3)CCC2)=O